di-tert-butyl 1-(6-(tert-butoxy)-6-oxohexyl)hydrazine-1,2-dicarboxylate C(C)(C)(C)OC(CCCCCN(NC(=O)OC(C)(C)C)C(=O)OC(C)(C)C)=O